lithium (2-((bis(4-methoxyphenyl) (phenyl) methoxy) methyl)-6-(hydroxymethyl)-4-methylphenoxy) undecanoate C(CCCCCCCCCC)(=O)OOC1=C(C=C(C=C1CO)C)COC(C1=CC=CC=C1)(C1=CC=C(C=C1)OC)C1=CC=C(C=C1)OC.[Li]